C[C@H]1N(C[C@@H]([C@H]([C@@H]1O)O)O)CC1CCC2(CCCC2)CC1 (2R,3R,4R,5S)-2-methyl-1-(spiro[4.5]decan-8-ylmethyl)piperidine-3,4,5-triol